Methyl 2-(((1R,5S,6r)-6-(6-((4-cyano-2-fluorobenzyl)oxy)pyridin-2-yl)-3-azabicyclo[3.1.0]hexan-3-yl)methyl)-4-methyl-1H-benzo[d]imidazole-6-carboxylate C(#N)C1=CC(=C(COC2=CC=CC(=N2)C2[C@H]3CN(C[C@@H]23)CC2=NC3=C(N2)C=C(C=C3C)C(=O)OC)C=C1)F